C(C)(C)(C)OC(NCC1=NC(=NC=C1)NS(=O)(=O)C1CC1)=O ((2-(cyclopropanesulfonylamino)pyrimidin-4-yl)methyl)carbamic acid tert-butyl ester